2-methyl-3-((2-(4-methyl-1H-imidazol-1-yl)pyridin-4-yl)oxy)-6-nitropyridine CC1=NC(=CC=C1OC1=CC(=NC=C1)N1C=NC(=C1)C)[N+](=O)[O-]